methyl-4-(2-(dimethylamino) vinyl)-5-nitropicolinate COC(C1=NC=C(C(=C1)C=CN(C)C)[N+](=O)[O-])=O